2-((4-methoxyphenyl)sulfonyl)-6-(piperazin-1-yl)benzaldehyde COC1=CC=C(C=C1)S(=O)(=O)C1=C(C=O)C(=CC=C1)N1CCNCC1